1-((1R,2R)-2-(Hydroxymethyl)cyclopropyl)pyrimidine-2,4(1H,3H)-dione OC[C@H]1[C@@H](C1)N1C(NC(C=C1)=O)=O